COC1(CC(=C(C[C@H](N)C(=O)O)C(=C1)C)C)O 4-methoxy-2,6-dimethyltyrosine